Cl.Cl.N[C@H](CC1=C(C=2N=C(N=C(C2S1)NCC1=NC=NC=C1)Cl)C)CC 6-[(2S)-2-aminobutyl]-2-chloro-7-methyl-N-[(pyrimidin-4-yl)methyl]thieno[3,2-d]pyrimidin-4-amine dihydrochloride